OC[C@H](C1=CC=CC=C1)NC1=CC(=NC=C1C1=NC=NO1)NC1=CC2=C(B(OC2C)O)C=C1 5-((4-(((S)-2-hydroxy-1-phenylethyl)amino)-5-(1,2,4-oxadiazol-5-yl)pyridin-2-yl)amino)-3-methylbenzo[c][1,2]oxaborol-1(3H)-ol